BrC1=C(C=C2C=CN(C2=C1)CC(C)(C)C)F 6-bromo-1-(2,2-dimethylpropyl)-5-fluoro-indole